5-(1-(3,3-difluorocyclobutyl)-2-methyl-1H-imidazo[4,5-b]pyridin-6-yl)-N-(cis-3-morpholinocyclobutyl)pyrrolo[2,1-f][1,2,4]triazin-2-amine FC1(CC(C1)N1C(=NC2=NC=C(C=C21)C=2C=CN1N=C(N=CC12)N[C@@H]1C[C@@H](C1)N1CCOCC1)C)F